(3,6-dichloro-5-methyl-pyridazin-4-yl)ethanol ClC=1N=NC(=C(C1C(C)O)C)Cl